C(CCCCCCCCCC)C1=C2C=CC(=CC=3C=CC(=CC4=CC=C(N4)C(=C4C=CC1=N4)CCCCCCCCCCC)N3)N2 15,20-di(undecanyl)-porphyrin